NCC1CCC(CC1)C(=O)N[C@@H](CC1=CC(=CC=C1)F)C(=O)NCCCC[C@H](NC(N[C@@H](CCC(=O)O)C(=O)O)=O)C(=O)O N6-{N-[(1r,4S)-4-(aminomethyl)cyclohexane-1-carbonyl]-3-fluoro-L-phenylalanyl}-N2-{[(1S)-1,3-dicarboxypropyl]carbamoyl}-L-lysine